BrC1=C(C=C(C=C1)NC1(CCOCC1)C(=O)O)COCCC(C)C 4-((4-bromo-3-((isopentyloxy)methyl)phenyl)amino)tetrahydro-2H-pyran-4-carboxylic acid